ClC=1C=CC=2N(C1[C@@H](O)C=1N=NN(C1)C1=C(C=C(C(=C1)F)OC)F)C=NC2 (R)-(6-chloro-imidazo[1,5-a]pyridin-5-yl)-[1-(2,5-difluoro-4-methoxy-phenyl)-1H-[1,2,3]triazol-4-yl]-methanol